Stearyl-acrylic acid C(CCCCCCCCCCCCCCCCC)C(C(=O)O)=C